(imino)(meth-yl)-λ6-sulfanone N=S(=O)C